NC[C@@H](C(=O)NC=1C=CC=C2C(=CNC12)C=1C=NNC1)CC1=CC=CC=C1 (2S)-3-amino-2-benzyl-N-[3-(1H-pyrazol-4-yl)-1H-indol-7-yl]propionamide